tert-butyl (2-((tert-butyldimethylsilyl)oxy)ethyl)(2-((4-(3,10-dichloro-7-ethyl-6-oxo-6,7-dihydro-5H-dipyrido[2,3-d:2',3'-f][1,3]diazepin-5-yl)-3,5-difluorophenyl)amino)ethyl)carbamate [Si](C)(C)(C(C)(C)C)OCCN(C(OC(C)(C)C)=O)CCNC1=CC(=C(C(=C1)F)N1C(N(C2=C(C3=C1C=C(C=N3)Cl)C=C(C=N2)Cl)CC)=O)F